6-tert-butyl-10-methoxy-9-(6-methylpyridin-3-yl)-2-oxo-6,7-dihydro-2H-pyrido[2,1-a]isoquinoline-3-carboxylic acid ethyl ester C(C)OC(=O)C=1C(C=C2N(C(CC3=CC(=C(C=C23)OC)C=2C=NC(=CC2)C)C(C)(C)C)C1)=O